3,5-bis(trifluoromethyl)benzyl chloride FC(C=1C=C(CCl)C=C(C1)C(F)(F)F)(F)F